BrC1=CC(=C(C(=C1)[N+](=O)[O-])NC1CCN(CC1)C(=O)OC(C)(C)C)C tert-butyl 4-((4-bromo-2-methyl-6-nitrophenyl)amino)piperidine-1-carboxylate